ClC1=CC=C(C(=N1)C1=NN(C=N1)C)NC(C)C=1C=2C3=C(N(C(C2C=C(C1)C)=O)C)N(N=C3)C3CN(CCC3)C 9-[1-[[6-Chloro-2-(1-methyl-1,2,4-triazol-3-yl)-3-pyridyl]amino]ethyl]-4,7-dimethyl-3-(1-methyl-3-piperidyl)pyrazolo[3,4-c]isoquinolin-5-one